C1(=CC=CC=C1)N(C1=CC=C(C=C1)C=1C=CC=2C3=C(C4=CC=C(C=C4C2C1)C1=CC=C(C=C1)N(C1=CC=CC=C1)C1=CC=CC=C1)N=C(C(=N3)C#N)C#N)C3=CC=CC=C3 7,10-bis(4-(diphenylamino)phenyl)-2,3-dicyanopyrazinophenanthrene